N=1N=CN(C1)C1=CC(=C2C=NNC2=C1)NC(CCNC(CCNCC1=CC(=C(C=C1)C1=CC=CC=C1)Cl)=O)=O N-(6-(4H-1,2,4-triazol-4-yl)-1H-indazol-4-yl)-3-(3-(((2-chloro-[1,1'-biphenyl]-4-yl)methyl)amino)propanamido)propanamide